Benzyl (±)-6-methyl-5-oxo-1,2,4,4a,5,6-hexahydro-3H-pyrazino[1,2-a]pyrido[2,3-e]pyrazine-3-carboxylate CN1C([C@@H]2N(C3=C1N=CC=C3)CCN(C2)C(=O)OCC2=CC=CC=C2)=O |r|